CC1=CC(=CC=2OCC(NC21)=O)NC2=C(C=C(C=C2)N2CCC(CC2)C(F)(F)F)C 5-methyl-7-((2-methyl-4-(4-(trifluoromethyl)piperidin-1-yl)phenyl)amino)-2H-benzo[b][1,4]oxazin-3(4H)-one